(2-(methacryloyl-oxy)ethyl)dimethyl-(3-sulfopropyl)ammonium hydroxide [OH-].C(C(=C)C)(=O)OCC[N+](CCCS(=O)(=O)O)(C)C